BrCC1=CC(=CC=C1)OC(F)F 1-(bromomethyl)-3-(difluoromethoxy)benzene